S(=O)(=O)(O)O[C@H]1[C@H](O)O[C@H]([C@H]([C@@H]1O)O)C(=O)[O-] (2-O-sulfo-α-L-iduronate)